ethylisopropyldivinyl-silane C(C)[Si](C=C)(C=C)C(C)C